NCCOCCOCCOCCOC[C@H]1OC[C@@H]([C@@H]2[C@H]1OC(O2)(C)C)NC2=NC(=CN=C2)C(F)(F)F N-((3aR,4R,7S,7aR)-4-(13-amino-2,5,8,11-tetraoxatridecyl)-2,2-dimethyltetrahydro-4H-[1,3]dioxolo[4,5-c]pyran-7-yl)-6-(trifluoromethyl)pyrazin-2-amine